C(C1=CC=CC=C1)[SiH](O[Si](C)(C)O[SiH](C)C)CC1=CC=CC=C1 dibenzyl-[(dimethylsiloxy)dimethyl-siloxy]silane